trans-4-((5-fluoro-4-(3-(2-oxopiperidin-1-yl)phenyl)pyrimidin-2-yl)amino)cyclohexyl 4-(4-((2,6-dioxopiperidin-3-yl)amino)-2-fluorophenyl)-[1,4'-bipiperidine]-1'-carboxylate O=C1NC(CCC1NC1=CC(=C(C=C1)C1CCN(CC1)C1CCN(CC1)C(=O)O[C@@H]1CC[C@H](CC1)NC1=NC=C(C(=N1)C1=CC(=CC=C1)N1C(CCCC1)=O)F)F)=O